CC1=C(C=2N(C=3C=CC=CC3C2N=C1)C)C1=CC=CC=C1 3,5-dimethyl-4-phenyl-pyrido[3,2-b]indole